1-methyl-3-(1-methylpyrazol-4-yl)-5-(4,4,5,5-tetramethyl-1,3,2-dioxaborolan-2-yl)indazole CN1N=C(C2=CC(=CC=C12)B1OC(C(O1)(C)C)(C)C)C=1C=NN(C1)C